5-nitro-2-(2-pyridinyl)-1,2-benzothiazol-3(2H)-one [N+](=O)([O-])C=1C=CC2=C(C(N(S2)C2=NC=CC=C2)=O)C1